CC1=CC=C(C=C1)S(=O)(=O)O.[C@H]12N[C@@H](C[C@@H]2C1)C#N (1S,3S,5S)-2-azabicyclo[3.1.0]hexane-3-carbonitrile 4-methylbenzenesulfonate